3,5-dioxo-2,3,4,5-tetrahydro-1,2,4-triazine-6-carboxylate O=C1NN=C(C(N1)=O)C(=O)[O-]